CN(C(=O)NC1CC=C(CC1)B1OC(C(O1)(C)C)(C)C)C 1,1-dimethyl-3-(4-(4,4,5,5-tetramethyl-1,3,2-dioxaborolan-2-yl)cyclohex-3-en-1-yl)urea